S1C2=C(C=C1)C(=CC=C2)N2CC[N+](CC2)(CCCCOC2=CC=C1C=CC(NC1=C2)=O)[O-] 4-(benzo[b]thiophen-4-yl)-1-(4-((2-oxo-1,2-dihydroquinolin-7-yl)oxy)butyl)piperazin-1-oxide